FC1(CN2C(OC1)=CC=N2)F 6,6-difluoro-6,7-dihydro-5H-pyrazolo[5,1-b][1,3]oxazine